{3-[(cyclobutoxy)methyl][1,4'-bipiperidin]-1'-yl}-N-[(3,5-difluoropyridin-2-yl)methyl]-1,3-thiazole-5-carboxamide C1(CCC1)OCC1CN(CCC1)C1CCN(CC1)C=1SC(=CN1)C(=O)NCC1=NC=C(C=C1F)F